(4-((cyclopentylmethyl)amino)piperazin-1-yl)-8-nitro-6-(trifluoromethyl)-4H-benzo[e][1,3]thiazin-4-one C1(CCCC1)CNN1CCN(CC1)C=1SC2=C(C(N1)=O)C=C(C=C2[N+](=O)[O-])C(F)(F)F